4,6-bis(biphenyl-3-yl)-2-([1,1':3',1'']terphenyl-4-yl)-benzoxazole C1(=CC(=CC=C1)C1=CC(=CC2=C1N=C(O2)C2=CC=C(C=C2)C2=CC(=CC=C2)C2=CC=CC=C2)C=2C=C(C=CC2)C2=CC=CC=C2)C2=CC=CC=C2